NC1=NN2C(C=C(C=C2)C=2C(=NC=C(C(=O)NCC3=NC=CC=C3OC3CCCC3)C2)C)=N1 5-(2-amino-[1,2,4]triazolo[1,5-a]pyridin-7-yl)-N-((3-(cyclopentyloxy)pyridin-2-yl)methyl)-6-methylnicotinamide